1,4-Dithioerythritol C([C@H]([C@H](CS)O)O)S